(S)-6-((4-Bromo-2,3-dihydro-1H-inden-1-yl)amino)-5-iodo-2-methoxynicotinonitrile BrC1=C2CC[C@@H](C2=CC=C1)NC1=NC(=C(C#N)C=C1I)OC